CN(CCCCNC(=O)C1=CC(=NC(=C1)C(=O)NCCCN(CCCCCCCCC(=O)OC(CC)CCCCC)CCCCCCCCC(=O)OC(CC)CCCCC)C(=O)NCCCN(CCCCCCCCC(=O)OC(CC)CCCCC)CCCCCCCCC(=O)OC(CC)CCCCC)C tetra(octan-3-yl) 9,9',9'',9'''-((((4-((4-(dimethylamino)butyl)carbamoyl)pyridine-2,6-dicarbonyl)bis(azanediyl))bis(propane-3,1-diyl))bis(azanetriyl))tetranonanoate